COC(CCC)=O butanoic acid methyl ester